glycidoxypropyltri-methoxysilane C(C1CO1)OCCC[Si](OC)(OC)OC